OC=1C(=NC=CC1)[NH-] 3-hydroxypyridin-2-yl-amide